(1r,5s)-8-oxo-3-azabicyclo[3.2.1]octane O=C1[C@H]2CNC[C@@H]1CC2